ClC=1C=C(C=CC1Cl)C(CN1CCC(CC1)OCCC)NS(=O)(=O)C1=CC=C(C=C1)OC(F)(F)F N-(1-(3,4-dichlorophenyl)-2-(4-propoxypiperidin-1-yl)ethyl)-4-(trifluoromethoxy)benzenesulfonamide